FC(C(=O)O)(F)F.NC1=NN2C(N=CC=C2)=C1C(=O)NC(CC)C=1C=C(C=2N(C1N1CCS(CC1)(=O)=O)C=NC2)Cl 2-Amino-N-{1-[8-chloro-5-(1,1-dioxidothiomorpholin-4-yl)imidazo[1,5-a]pyridin-6-yl]propyl}pyrazolo[1,5-a]pyrimidine-3-carboxamide trifluoroacetate salt